(2E)-3-(3-bromophenyl)prop-2-enenitrile BrC=1C=C(C=CC1)/C=C/C#N